ClC=1N=C(C2=C(N1)C=C(O2)C=O)SC 2-chloro-4-(methylsulfanyl)furo[3,2-d]pyrimidine-6-carbaldehyde